[1-[4-[(1-Acetyl-4-piperidyl)amino]-5-oxido-6,7-dihydrothieno[3,2-d]pyrimidin-5-ium-2-yl]azetidin-3-yl]-thiazol-4-carboxylat C(C)(=O)N1CCC(CC1)NC=1C2=C(N=C(N1)N1CC(C1)OC(=O)C=1N=CSC1)CC[S+]2[O-]